2-Methoxy-N-{[5-methyl-2-(5-morpholin-4-yl-3,4'-bipyridin-2'-yl)-1H-imidazol-4-yl]methyl}ethanamin COCCNCC=1N=C(NC1C)C1=NC=CC(=C1)C=1C=NC=C(C1)N1CCOCC1